6-(cyclopropanecarboxamido)-4-((2,5-dimethyl-4,5-dihydropyrido[3,4-e][1,2,4]triazolo[1,5-a]pyrazin-6-yl)amino)-N-(methyl-d3)nicotinamide C1(CC1)C(=O)NC1=NC=C(C(=O)NC([2H])([2H])[2H])C(=C1)NC1=NC=CC2=C1N(CC=1N2N=C(N1)C)C